FC(C1(CNC1)OC)F 3-(difluoromethyl)-3-methoxyazetidin